bisthietanyl pentasulfide S1C(CC1)SSSSSC1SCC1